CN1C([C@]2(C3=CC=C(C=C13)OCC)C1(NC[C@@H]2C2=C(C(=CC=C2)Cl)F)CCCCC1)=O Methyl-(3'R,4'S,5'R)-4'-(3-chloro-2-fluorophenyl)-6''-ethoxy-2''-oxodispiro[cyclohexane-1,2'-pyrrolidine-3',3''-indoline]